C1(=CC=CC=C1)C1=NN=CO1 5-phenyl-1,3,4-oxa-diazole